N-(4-(4-amino-1-(1-(5-formylpyridin-2-yl)pyrrolidin-3-yl)-1H-pyrazolo[3,4-d]pyrimidin-3-yl)benzyl)-5-fluoro-2-methoxybenzamide NC1=C2C(=NC=N1)N(N=C2C2=CC=C(CNC(C1=C(C=CC(=C1)F)OC)=O)C=C2)C2CN(CC2)C2=NC=C(C=C2)C=O